N-(1-((4-acetamidophenyl)sulfonyl)piperidin-4-yl)benzamide C(C)(=O)NC1=CC=C(C=C1)S(=O)(=O)N1CCC(CC1)NC(C1=CC=CC=C1)=O